BrC1=CSC=C1C(OCC)OCC 3-bromo-4-(diethoxymethyl)thiophene